ClC=1C(N(C=NC1)CCCN1CC2(C1)CC(C2)CC2=CC=C1C=NN(C1=C2C)C)=O 5-chloro-3-(3-(6-((1,7-dimethyl-1H-indazol-6-yl)methyl)-2-azaspiro[3.3]heptan-2-yl)propyl)pyrimidin-4(3H)-one